CN(S(=O)(=O)C1=CC=C(C=C1)S(=O)(=O)NC1=C(C=CC=C1)N1CCCC1)C N1,N1-dimethyl-N4-(2-(pyrrolidin-1-yl)phenyl)benzene-1,4-disulfonamide